rac-(1R,2S,4R,6R)-2-(4-bromophenyl)-6-((2-fluoro-4-(trifluoromethyl)phenyl)carbamoyl)-4-hydroxy-4-(3-oxopropyl)cyclohexane-1-carboxylic acid BrC1=CC=C(C=C1)[C@@H]1[C@H]([C@@H](C[C@](C1)(CCC=O)O)C(NC1=C(C=C(C=C1)C(F)(F)F)F)=O)C(=O)O |r|